C1(CCC1)S(=O)C1=C(C2=C(N=C(N=C2C2CC2)C=2C=NC=CC2)S1)N 6-(cyclobutylsulfinyl)-4-cyclopropyl-2-(pyridin-3-yl)thieno[2,3-d]pyrimidin-5-amine